3-(3-(1-(2-(2-fluoro-5-((7-fluoro-1H-indol-5-yl)oxy)phenyl)-1H-imidazol-5-yl)-1-hydroxyethyl)phenyl)propanoic acid FC1=C(C=C(C=C1)OC=1C=C2C=CNC2=C(C1)F)C=1NC(=CN1)C(C)(O)C=1C=C(C=CC1)CCC(=O)O